4-methyl-N-(1-methyl-4-oxocyclohex-2,5-dien-1-yl)benzenesulfonamide 4-(1-methylcyclopropyl)butyl-carbonochloridate CC1(CC1)CCCCOC(=O)Cl.CC1=CC=C(C=C1)S(=O)(=O)NC1(C=CC(C=C1)=O)C